C(N)(OC1[C@@H](N(CCC1)C=1C2=C(N=C(N1)Cl)C(=C(N=C2)Cl)F)C(C)(C)C)=O (S)-tert-butyl-(1-(2,7-dichloro-8-fluoropyrido[4,3-d]pyrimidin-4-yl) piperidin-3-yl) carbamate